p-hydroxybenzoyl chloride OC1=CC=C(C(=O)Cl)C=C1